N-((4-hydroxy-2,4-dimethylpiperidin-3-yl)methyl)methanesulfonamide OC1(C(C(NCC1)C)CNS(=O)(=O)C)C